methyl (3-fluoroazetidine-3-yl)-4-((3-isopropyl-5-methylpyrazolo[1,5-a]pyrimidin-7-yl)amino)piperidine-1-carboxylate FC1(CNC1)C1N(CCC(C1)NC1=CC(=NC=2N1N=CC2C(C)C)C)C(=O)OC